C(C)[C@H]1OC2=C(C=NC1)C=C1C(=C2)OC(O1)(F)F (R)-6-ethyl-2,2-difluoro-6,7-dihydro-[1,3]dioxolano[4',5':4,5]benzo[1,2-f][1,4]Oxazepine